CC1=CC=C(CN2C=CC3=CC(=CC=C23)C(=O)O)C=C1 1-(4-methylbenzyl)-1H-indole-5-carboxylic acid